(R)-1-ethyl-N-(3-fluoro-4-((3-((1-methoxypropan-2-yl)-amino)-1H-pyrazolo-[3,4-b]pyridin-4-yl)-oxy)phenyl)-3-(4-fluorophenyl)-2,4-dioxo-1,2,3,4-tetra-hydropyrimidine-5-carboxamide C(C)N1C(N(C(C(=C1)C(=O)NC1=CC(=C(C=C1)OC1=C2C(=NC=C1)NN=C2N[C@@H](COC)C)F)=O)C2=CC=C(C=C2)F)=O